cyclopropylmethyl N-[1-[6-(2,4-dioxo-1H-pyrimidin-5-yl)imidazo[1,2-b]pyridazin-8-yl]-4,4-difluoro-pyrrolidin-3-yl]carbamate O=C1NC=C(C(N1)=O)C=1C=C(C=2N(N1)C=CN2)N2CC(C(C2)(F)F)NC(OCC2CC2)=O